C=1(CCC=CC1)N[C@@H](C)C(=O)O 3H-Phenylalanine